[6,7-Dimethyl-4-(methylamino)-1,3-dihydro-2H-pyrrolo[3,4-c]pyridin-2-yl][(3R)-tetrahydrofuran-3-yl]methanon CC1=C(C2=C(C(=N1)NC)CN(C2)C(=O)[C@H]2COCC2)C